spiro[indane-1,3'-pyrrolidine] hydrochloride Cl.N1CC2(CC1)CCC1=CC=CC=C12